2-methyl-n-butyl-1,3-propanediol CC(CC(CCO)O)CC